n-eicosyl-methylamine C(CCCCCCCCCCCCCCCCCCC)NC